tert-butyl (2R,5S)-5-{[(benzyloxy)carbonyl]amino}-2-{5-[2-(trifluoromethoxy)ethoxy]-1,3,4-oxadiazol-2-yl}piperidine-1-carboxylate C(C1=CC=CC=C1)OC(=O)N[C@H]1CC[C@@H](N(C1)C(=O)OC(C)(C)C)C=1OC(=NN1)OCCOC(F)(F)F